ClC1=NC=NC(=C1)Cl 4,6-dichloro-1,3-diazine